C(C)OC(C1=C(N=CC=C1C)F)=O.FC1=NC=CC2=C1C(N(C2)CC=2OC1=C(C2)C=CC=C1C(=O)OC)=O Methyl 2-((4-fluoro-3-oxo-1,3-dihydro-2H-pyrrolo[3,4-c]pyridin-2-yl)methyl)benzofuran-7-carboxylate Ethyl-2-fluoro-4-methylnicotinate